tert-Butyl-4-[3-(4-[3-cyano-4-methoxypyrazolo[1,5-a]pyridin-6-yl]-5-methylpyrazol-1-yl)azetidin-1-yl]-3,3-difluoropiperidine C(C)(C)(C)N1CC(C(CC1)N1CC(C1)N1N=CC(=C1C)C=1C=C(C=2N(C1)N=CC2C#N)OC)(F)F